3-(2-((phenylthio)methyl)imidazo[1,2-a]pyridin-6-yl)-5-(trifluoromethyl)-1,2,4-oxadiazole C1(=CC=CC=C1)SCC=1N=C2N(C=C(C=C2)C2=NOC(=N2)C(F)(F)F)C1